C1(=CC=CC=C1)CC(=O)O[C@@H]1[C@H](O[C@@]([C@@H]1O)(C#N)C1=CC=C2C(=NC=NN21)NC(C2=CC=CC=C2)=O)CO[Si](C2=CC=CC=C2)(C2=CC=CC=C2)C(C)(C)C (2R,3S,4R,5R)-5-(4-benzamidopyrrolo[2,1-f][1,2,4]triazin-7-yl)-2-(((tert-butyldiphenylsilyl)oxy)methyl)-5-cyano-4-hydroxytetrahydrofuran-3-yl 2-phenylacetate